N-[2-[1-[2-[4-[4-(3-fluoro-2,6-dioxo-3-piperidyl)phenyl]-1-piperidyl]-2-oxo-ethyl]-4-piperidyl]-7-isopropoxy-imidazo[1,2-a]pyridin-6-yl]-6-(trifluoromethyl)pyridine-2-carboxamide FC1(C(NC(CC1)=O)=O)C1=CC=C(C=C1)C1CCN(CC1)C(CN1CCC(CC1)C=1N=C2N(C=C(C(=C2)OC(C)C)NC(=O)C2=NC(=CC=C2)C(F)(F)F)C1)=O